6-(((4-((1-methylpiperidin-4-yl)methoxy)phenyl)amino)methyl)isoquinolin-1-amine CN1CCC(CC1)COC1=CC=C(C=C1)NCC=1C=C2C=CN=C(C2=CC1)N